CC1=CC2=C(C=C1)OCC1=C2N=C(S1)N 8-methyl-4H-chromeno[4,3-d]thiazol-2-amine